2-(2,6-dimethyl-4-((4-(4-(trifluoromethoxy)benzyl)piperazin-1-yl)methyl)phenoxy)-2-methylpropanoic acid ethyl ester C(C)OC(C(C)(C)OC1=C(C=C(C=C1C)CN1CCN(CC1)CC1=CC=C(C=C1)OC(F)(F)F)C)=O